C(C1=CC=CC=C1)N1CCC(=CC1)CC=1SC=CC1 1-benzyl-4-(thiophen-2-ylmethyl)-1,2,3,6-tetrahydropyridine